ClC1=CC(=C(C=C1)N1CCN(CC1)[C@@H]1[C@H](CCCC1)NS(=O)(=O)C1=CC=C(C=C1)S(=O)(=O)N(C)C)F N1-((1S,2S)-2-(4-(4-chloro-2-fluorophenyl)piperazin-1-yl)cyclohexyl)-N4,N4-dimethylbenzene-1,4-disulfonamide